C(C)(C)C1=NC=CC(=C1N)C(=C([2H])[2H])C([2H])([2H])[2H] 2-isopropyl-4-(isopropenyl-d5)pyridin-3-amine